BrC1=C(C(=CC=C1)Cl)S(=O)(=O)Cl 2-bromo-6-chlorobenzenesulfonyl chloride